NC1=C(C=C(C=C1C(=O)N)C1=CC(=NC=C1)OCCCN)C1=C(C(=CC=C1C)O)C 2-amino-5-(2-(3-aminopropoxy)pyridin-4-yl)-3'-hydroxy-2',6'-dimethyl-[1,1'-biphenyl]-3-carboxamide